BrC1=NC=C(C(=C1)C)Cl 2-bromo-5-chloro-4-methylpyridine